CC1(CN(C1)C(=O)C1=CC=C(C=C1)C=1C=C(C=NC1)C1=CC=NC2=C1C=C1N2CCN(C1=O)C)C 4-(5-(4-(3,3-dimethylazetidine-1-carbonyl)phenyl)pyridin-3-yl)-7-methyl-8,9-dihydropyrido[3',2':4,5]pyrrolo[1,2-a]pyrazin-6(7H)-one